5-((methylamino)methyl)picolinamide CNCC=1C=CC(=NC1)C(=O)N